2-Hydroxypropyltrimethylammonium Hydroxide [OH-].OC(C[N+](C)(C)C)C